5-Bromo-6-(3-bromo-1-(3-chloropyridin-2-yl)-1H-pyrazol-5-carboxamido)-N-propylpyrazolo[1,5-a]pyridin-7-carboxamid BrC1=CC=2N(C(=C1NC(=O)C1=CC(=NN1C1=NC=CC=C1Cl)Br)C(=O)NCCC)N=CC2